N[C@H](C(=O)O)CC1=CC=C(C=C1)N1C(CC1)=O (S)-2-amino-3-(4-(2-oxoazetidin-1-yl)phenyl)propanoic acid